4,4'-oxydibenzene-1,2-diamine O(C=1C=C(C(=CC1)N)N)C=1C=C(C(=CC1)N)N